2-methoxy-N-(3-phenylpropyl)nicotinamide COC1=C(C(=O)NCCCC2=CC=CC=C2)C=CC=N1